6,7-dihydro-5H-cyclopenta[c]pyridin-6-amine dihydrochloride Cl.Cl.C1=NC=CC2=C1CC(C2)N